N-((1H-benzo[d]imidazol-5-yl)methyl)-N-(3-methoxybenzyl)-4-(piperidin-1-ylmethyl)oxazol-2-amine N1C=NC2=C1C=CC(=C2)CN(C=2OC=C(N2)CN2CCCCC2)CC2=CC(=CC=C2)OC